4-((5-(4-(4-amino-3-(4-phenoxyphenyl)-1H-pyrazolo[3,4-d]pyrimidin-1-yl)piperidin-1-yl)-5-oxopentyl)sulfanyl)-2-(2,6-dioxopiperidin-3-yl)-6-fluoroisoindoline-1,3-dione NC1=C2C(=NC=N1)N(N=C2C2=CC=C(C=C2)OC2=CC=CC=C2)C2CCN(CC2)C(CCCCSC2=C1C(N(C(C1=CC(=C2)F)=O)C2C(NC(CC2)=O)=O)=O)=O